1-(difluoromethyl)-2-fluoro-5-(trifluoromethyl)-3-[1-(trifluoromethyl)vinyl]benzene FC(C1=C(C(=CC(=C1)C(F)(F)F)C(=C)C(F)(F)F)F)F